C(#N)C1=CC(=C(C(=C1)C(C)C)NC(=O)N=S(=O)(N)C1=CC=C(C=C1)S(=O)(=O)C)C(C)C N'-((4-cyano-2,6-diisopropylphenyl)carbamoyl)-4-(methylsulfonyl)benzene-sulfonimidamide